acryloxypropylmethyltrimethoxysilane C(C=C)(=O)OCCCCO[Si](OC)(OC)C